N[C@@H](CCC#N)C1=CC(=CC=C1)O (S)-4-amino-4-(3-hydroxyphenyl)butanenitrile